2,4-DICHLOROPHENYL ISOCYANIDE ClC1=C(C=CC(=C1)Cl)[N+]#[C-]